(1,5-hexadiene) rhodium chloride [Rh](Cl)(Cl)Cl.C=CCCC=C